ClCCOC1=C(C#N)C=C(C=C1)C(C)(C)O 2-(2-chloroethoxy)-5-(2-hydroxypropan-2-yl)benzonitrile